3-FORMYL-4-METHYL-1H-PYRROLO[2,3-E]PYRIDINE-5-CARBOXYLIC ACID C(=O)C=1CNC2=CC=C(N(C21)C)C(=O)O